tert-butyl ((6-phenylpyridin-2-yl)methyl)carbamate C1(=CC=CC=C1)C1=CC=CC(=N1)CNC(OC(C)(C)C)=O